(S)-11,11-Difluoro-N-(4-fluoro-3-(trifluoromethyl)phenyl)-8-hydroxy-3,4,8,9,10,11-hexahydro-1H-pyrido[4',3':3,4]pyrazolo[1,5-a]azepine-2(7H)-carboxamide FC1(C=2N(C[C@H](CC1)O)N=C1C2CN(CC1)C(=O)NC1=CC(=C(C=C1)F)C(F)(F)F)F